Ethyl (S)-3-carbamoyl-1-(2-(2-(2-(3-chloro-2-fluorophenyl)acetyl)-4-oxoazetidin-1-yl)-2-oxoethyl)-1H-indazole-5-carboxylate C(N)(=O)C1=NN(C2=CC=C(C=C12)C(=O)OCC)CC(=O)N1[C@@H](CC1=O)C(CC1=C(C(=CC=C1)Cl)F)=O